Cl.CN(C)CC1CN(CCC1(C1=CC(=CC=C1)OC)O)C(=O)C1(CC1)C1=CC=CC=C1 (3-((Dimethylamino)methyl)-4-hydroxy-4-(3-methoxyphenyl)piperidin-1-yl)(1-phenylcyclopropyl)methanone hydrochloride